C(C)(=O)O[C@H](C(F)(F)F)[C@H]1O[C@H]([C@@H](C1)OC(C)=O)N1C=2N=C(NC(C2N(C1=O)CC1CC1)=O)NC(C)=O (S)-1-((2S,4R,5R)-5-(2-Acetamido-7-(cyclopropylmethyl)-6,8-dioxo-1,6,7,8-tetrahydro-9H-purin-9-yl)-4-acetoxytetrahydrofuran-2-yl)-2,2,2-trifluoroethyl acetate